FC(C1=NC(=CC=C1N1C=NC(=C1)C1=NC(=NC=C1C(F)(F)F)NC1CCN(CC1)S(=O)(=O)C)OC)F 4-(1-(2-(Difluoromethyl)-6-methoxypyridin-3-yl)-1H-imidazol-4-yl)-N-(1-(methylsulfonyl)piperidin-4-yl)-5-(trifluoromethyl)pyrimidin-2-amine